C(C)(C)(C)OC(=O)N1CCN(CC1)CCN1N=C2C3=C(CCC2=C1)OC(=C3C)C(NC[C@H]3OCOC3)=O 4-[2-(7-{[(2R)-1,4-Dioxolan-2-ylmethyl]carbamoyl}-8-methyl-4,5-dihydro-2H-furo[2,3-g]indazol-2-yl)ethyl]piperazine-1-carboxylic acid tert-butyl ester